3-thiazoline-4-carboxylic acid benzyl ester C(C1=CC=CC=C1)OC(=O)C1=NCSC1